N[C@@H]1C[C@H](CCC1)C(=O)NC=1N=CC2=CC(=NC(=C2C1)NC(C)C)C#N (1S,3S)-3-amino-N-(7-cyano-5-(isopropylamino)-2,6-naphthyridin-3-yl)cyclohexane-1-carboxamide